FC(CC(C(=O)NC1=NC=CC(=C1)C1=C(C2=NC=CC=C2N1)C1=CC=CC=C1)C1=CC=C(C=C1)F)F (+)-4,4-difluoro-2-(4-fluorophenyl)-N-[4-(3-phenyl-1H-pyrrolo[3,2-b]pyridin-2-yl)pyridin-2-yl]butanamide